racemic-2-[3-[1-(4-methyl-1H-pyrazol-3-yl)propan-2-yl]phenyl]-4-(trifluoromethyl)isoindolin-1-one CC=1C(=NNC1)C[C@@H](C)C=1C=C(C=CC1)N1C(C2=CC=CC(=C2C1)C(F)(F)F)=O |r|